2-[(2R,4S,5R)-1-(2,4-Dichlorophenyl)-5-hydroxy-2,6,6-trimethylheptan-4-yl]-2,4-dihydro-3H-1,2,4-triazol-3-thione ClC1=C(C=CC(=C1)Cl)C[C@H](C[C@@H]([C@@H](C(C)(C)C)O)N1N=CNC1=S)C